FC1=C(OC=2C=NC3=CC(=NC=C3C2)C(C(F)(F)F)N2[C@@H](CCC2)C(=O)N)C=CC(=C1)F (2S)-1-(1-(3-(2,4-difluorophenoxy)-1,6-naphthyridin-7-yl)-2,2,2-trifluoroethyl)pyrrolidine-2-carboxamide